The molecule is a bromoalkane that is propane carrying a bromo substituent at position 1. It has a role as a neurotoxin and a solvent. It is a bromoalkane and a bromohydrocarbon. CCCBr